6-[5-({[2-(3-fluorophenyl)cyclopropyl]methyl}carbamoyl)-6-methoxypyridin-3-yl]-N-methyl-1H-indazole-3-carboxamide FC=1C=C(C=CC1)C1C(C1)CNC(=O)C=1C=C(C=NC1OC)C1=CC=C2C(=NNC2=C1)C(=O)NC